BrC1=C(CCC1)C=O 2-bromocyclopent-1-ene-1-formaldehyde